tert-butyl (1-(6-(3-cyano-4-fluorophenyl)-2-(3-methyl-3-((trimethylsilyl)oxy)but-1-yn-1-yl)thiazolo[4,5-b]pyridin-5-yl)-2-(3,5-difluorophenyl)ethyl)carbamate C(#N)C=1C=C(C=CC1F)C=1C=C2C(=NC1C(CC1=CC(=CC(=C1)F)F)NC(OC(C)(C)C)=O)N=C(S2)C#CC(C)(O[Si](C)(C)C)C